ClC=1C(=NC=C(C1)C1=CC=CC=2N1N=CC2C(=O)N2CCCCC2)C(=O)O 3-Chloro-5-[3-(piperidine-1-carbonyl)pyrazolo[1,5-a]pyridin-7-yl]pyridine-2-carboxylic acid